(3-chloro-4-ethynylphenyl)(6-(methyl(7H-pyrrolo[2,3-d]pyrimidin-4-yl)amino)-2-azaspiro[3.3]heptan-2-yl)methanone ClC=1C=C(C=CC1C#C)C(=O)N1CC2(C1)CC(C2)N(C=2C1=C(N=CN2)NC=C1)C